6-fluorospiro[2.5]octane-6-carboxylic acid FC1(CCC2(CC2)CC1)C(=O)O